(R)-3-(Cyclohexylmethyl)-9-(methylsulfonyl)-4-oxo-2,3,4,9-tetrahydro-1H-carbazole-3-carbonitrile C1(CCCCC1)C[C@]1(CCC=2N(C3=CC=CC=C3C2C1=O)S(=O)(=O)C)C#N